C(C)(C)(C)OC(=O)N[C@H](C(=O)OCC1=CC=CC=C1)CCC(=O)ON1C(CCC1=O)=O 1-benzyl 2,5-dioxopyrrolidin-1-yl (2S)-2-{[(tert-butoxy)carbonyl]amino}pentanedioate